FC1=C(C(=CC=C1)F)C1=CC(=CC2=C1C(=NO2)N2C(N1[C@H](C2)C([C@@H](C1)NS(=O)(=O)CF)(F)F)=O)F N-{(6R,7aR)-2-[4-(2,6-difluorophenyl)-6-fluoro-1,2-benzoxazol-3-yl]-7,7-difluoro-3-oxohexahydro-1H-pyrrolo[1,2-c]imidazol-6-yl}-1-fluoromethanesulfonamide